3-(3-methoxyphenyl)-7-methylbenzo[e][1,4,3]oxathiazin-1,1-dioxide COC=1C=C(C=CC1)C=1OC2=C(S(N1)(=O)=O)C=C(C=C2)C